CN1N=NC2=C1C=CC(=C2C)[C@H](CC(=O)O)C2=CC(=C(C=C2)C)CN2C[C@H](OC1=C(C2)N=C(C=C1)O)CC (R)-3-(1,4-dimethyl-1H-benzo[d][1,2,3]triazol-5-yl)-3-(3-(((R)-2-ethyl-7-hydroxy-2,3-dihydropyrido[2,3-f][1,4]oxazepin-4(5H)-yl)methyl)-4-methylphenyl)propionic acid